4-methyl-5-[3-methyl-7-[[6-[(2R)-2-propan-2-ylmorpholin-4-yl]pyridazin-3-yl]amino]imidazo[4,5-b]pyridin-5-yl]oxypyridine-2-carbonitrile CC1=CC(=NC=C1OC1=CC(=C2C(=N1)N(C=N2)C)NC=2N=NC(=CC2)N2C[C@H](OCC2)C(C)C)C#N